FC1=C(C=CC=C1F)[C@@H]1N(OCC1)C1=CC(=NC=N1)NC=1C=C(C=CC1)[C@H]1N(OCC1)C(=O)OC(C)(C)C tert-butyl (S)-3-(3-((6-((R)-3-(2,3-difluorophenyl) isoxazolidin-2-yl) pyrimidine-4-yl)amino)phenyl)isooxazolidine-2-carboxylate